4-bromothieno[2,3-b]Pyridine BrC1=C2C(=NC=C1)SC=C2